C[C@@]12C=CC=C1C1=CCC3CCCC[C@@H]3[C@H]1CC2 estratrien